P(=O)(O)(O)OC=1C(=C2C=CC=CC2=CC1C1=CC(=CC(=C1)OC(F)(F)F)OC(F)(F)F)C1=CC(=CC2=CC=CC=C12)C1=CC(=CC(=C1)OC(F)(F)F)OC(F)(F)F (R)-3,3'-bis(3,5-bistrifluoromethoxyphenyl)-1,1'-binaphthol-2-phosphate